FC1=CC(=C(C=C1F)CN(C(NCC1=CC=C(C=C1)OC(C)C)=O)C1CCNCC1)OC 3-[(4,5-difluoro-2-methoxyphenyl)methyl]-3-(piperidin-4-yl)-1-{[4-(propane-2-yloxy)phenyl]methyl}urea